NC1=NC=NC=2N(C3=C(C=C(C=C3C21)C2=CC=CC=C2)C)CC(=O)N2[C@@H]1C[C@@H]1C[C@H]2C(=O)NC2=NC(=CC=C2)Br (1R,3S,5R)-2-(2-(4-amino-8-methyl-6-phenyl-9H-pyrimido[4,5-b]indol-9-yl)acetyl)-N-(6-bromopyridin-2-yl)-2-azabicyclo[3.1.0]hexane-3-carboxamide